N[C@@H]1CN(CCC1)C1=CC(=NC=C1C=1C=NN(C1)CC(F)F)NC1=NC(=C(C=C1)N)C1=C(C=CC=C1OC)F N2-(4-((S)-3-aminopiperidin-1-yl)-5-(1-(2,2-difluoroethyl)-1H-pyrazol-4-yl)pyridin-2-yl)-6-(2-fluoro-6-methoxyphenyl)pyridin-2,5-diamine